2-[2-(4-chloro-phenyl)-benzimidazol-1-yl]-4-methyl-pentanoic acid ClC1=CC=C(C=C1)C1=NC2=C(N1C(C(=O)O)CC(C)C)C=CC=C2